ClC1=CC=C(O[C@H](C(=O)[O-])CC)C=C1.[Na+] sodium (2S)-2-(4-chlorophenoxy)butanoate